C1(=CC(=CC=C1)C1=CC=CC=2C3=C(SC21)C(=CC=C3)C3=CC=C(C=C3)C3=NC(=NC(=N3)C3=CC=CC=C3)C3=CC=CC=C3)C3=CC=CC=C3 2-{4-(6-(1,1'-biphenyl-3-yl)-dibenzothiophene-4-yl)-phenyl}-4,6-diphenyl-1,3,5-triazine